FC(COC(C(=C)C)=O)(F)F methacrylic acid trifluoroethyl ester